4-nitro-n-Butylbenzene [N+](=O)([O-])CCCCC1=CC=CC=C1